N-(3-(5-chlorobenzo[d]thiazol-2-yl)bicyclo[1.1.1]pentan-1-yl)-5-((2-methoxyethyl)sulfonyl)furan-2-carboxamide ClC=1C=CC2=C(N=C(S2)C23CC(C2)(C3)NC(=O)C=3OC(=CC3)S(=O)(=O)CCOC)C1